CC1(C2CC(C1=C)C(C2)O)C Camphenol